CC=1C(=NC(=C(N1)C)C)C(=O)O 3,5,6-trimethyl-pyrazine-2-carboxylic acid